O1CCC(=CC1)C1=NN(C2=C1N=C(N=C2)NC=2C(=CC=1N(C2)C=CN1)C)C 3-(3,6-dihydro-2H-pyran-4-yl)-1-methyl-N-(7-methylimidazo[1,2-a]pyridin-6-yl)-1H-pyrazolo[4,3-d]pyrimidin-5-amine